C(C)(C)(C)OC(=O)N1CC2(C1)CC(C2)OC2=CC=C(C=C2)C(F)(F)F 6-(4-(trifluoromethyl)phenoxy)-2-azaspiro[3.3]heptane-2-carboxylic acid tert-butyl ester